IC=1C=C(C=CC1)CC#N 2-(3-iodophenyl)-acetonitrile